2-{6-[(3s,5r)-3,5-dimethylpiperazin-1-yl]pyridazin-3-yl}-5-[(E)-2-(1-methyl-1H-pyrazol-4-yl)vinyl]pyridin-3-ol C[C@H]1CN(C[C@H](N1)C)C1=CC=C(N=N1)C1=NC=C(C=C1O)\C=C\C=1C=NN(C1)C